COC1=CC=C2C(CCOC2=C1)=O 7-methoxychroman-4-one